5,5-dimethyl-4,5-dihydro-isoxazole-3-formamide CC1(CC(=NO1)C(=O)N)C